3-Chloro-6-methylphenazin-1-ol ClC=1C=C(C2=NC3=CC=CC(=C3N=C2C1)C)O